Ethyl 2-({[3-(1H-1,3-benzodiazol-2-yl) propyl] amino} methyl)-1,3-thiazole-4-carboxylate N1C(=NC2=C1C=CC=C2)CCCNCC=2SC=C(N2)C(=O)OCC